N-(3-(4-methoxy-6-(ethylsulfanyl)pyridin-2-yl)-1-methyl-1H-pyrrolo[2,3-c]pyridin-5-yl)acetamide COC1=CC(=NC(=C1)SCC)C1=CN(C2=CN=C(C=C21)NC(C)=O)C